[C@@H](C)(CC)S(=O)(=O)NC(C1=C(C=C(C(=C1)Cl)OCC1CCCC1)F)=O (R)-N-(sec-butylsulfonyl)-5-chloro-4-(cyclopentylmethoxy)-2-fluorobenzamide